C1(=CC=C(C=C1)C1=NC2=C(C(O1)=O)C=CC=C2)C2=NC1=C(C(O2)=O)C=CC=C1 2,2'-p-phenylenebis(3,1-benzoOxazin-4-one)